C1(CC1)C1=CN=C(C(=N1)NC1=NNC2=CC(=CC=C12)[C@@H]1C[C@@]12C(NC1=CC=C(C=C21)OC)=O)OC (1r,2s)-2-{3-[(6-cyclopropyl-3-methoxypyrazin-2-yl)amino]-1H-indazol-6-yl}-5'-methoxy-1'H-spiro[cyclopropan-1,3'-indol]-2'-one